N-((1-(2,2-difluoroethyl)pyrrolidin-3-yl)methyl)-1-(3-(4-methoxyphenyl)-1,2,4-oxadiazol-5-yl)piperidine-4-carboxamide FC(CN1CC(CC1)CNC(=O)C1CCN(CC1)C1=NC(=NO1)C1=CC=C(C=C1)OC)F